tert-butyl 4-(3-(4-chloro-3-ethyl-1H-pyrrolo[2,3-b]pyridin-5-yl)phenyl)-3-oxopiperazine-1-carboxylate ClC1=C2C(=NC=C1C=1C=C(C=CC1)N1C(CN(CC1)C(=O)OC(C)(C)C)=O)NC=C2CC